N-(2-carbamoylpyridin-4-yl)-7-(4,4-difluoroazepan-1-yl)quinoline-6-carboxamide C(N)(=O)C1=NC=CC(=C1)NC(=O)C=1C=C2C=CC=NC2=CC1N1CCC(CCC1)(F)F